(S)-2-((4-bromophenoxy)methyl)-1,4,8,11-tetraoxaspiro[5.6]dodecane BrC1=CC=C(OC[C@H]2OC3(COC2)COCCOC3)C=C1